FC(C(=O)O)(F)F.FC(C(=O)O)(F)F.NCC1=CC=C(C=C1)C=1N(N=C2C1N=CN(C2=O)CC2(CCN(CC2)CC2=C(C=C(C=C2)O)Cl)O)C 3-(4-(aminomethyl)phenyl)-6-((1-(2-chloro-4-hydroxybenzyl)-4-hydroxypiperidin-4-yl)methyl)-2-methyl-2,6-dihydro-7H-pyrazolo[4,3-d]pyrimidin-7-one bistrifluoroacetate